benzyl ((2S,3R)-3-(tert-butoxy)-1-(((S)-3-cyclohexyl-1-oxo-1-(((S)-1-oxo-3-((S)-2-oxopyrrolidin-3-yl)propan-2-yl)amino)propan-2-yl)amino)-1-oxobutan-2-yl)carbamate C(C)(C)(C)O[C@@H]([C@@H](C(=O)N[C@H](C(N[C@H](C=O)C[C@H]1C(NCC1)=O)=O)CC1CCCCC1)NC(OCC1=CC=CC=C1)=O)C